2-[2-hydroxy-4-octyloxyphenyl]-4,6-bis(2-methylphenyl)-1,3,5-triazine OC1=C(C=CC(=C1)OCCCCCCCC)C1=NC(=NC(=N1)C1=C(C=CC=C1)C)C1=C(C=CC=C1)C